6-cyclohexyl-3-(((3,4-dihydroquinazolin-2-yl)thio)methyl)-5,6-dihydroimidazo[2,1-b]thiazole C1(CCCCC1)C1N=C2SC=C(N2C1)CSC1=NC2=CC=CC=C2CN1